2-((Benzo[d][1,3]dioxol-5-ylmethyl)amino)pyrimidine-5-carbohydrazide O1COC2=C1C=CC(=C2)CNC2=NC=C(C=N2)C(=O)NN